3-methacryloxypropyl-dimethyl-monoethoxysilane C(C(=C)C)(=O)OCCC[Si](OCC)(C)C